N-((S)-5-cyano-1,3-dihydrospiro[indene-2,4'-piperidine]-3-yl)-2-methylpropane-2-sulfinamide C(#N)C=1C=C2[C@H](C3(CCNCC3)CC2=CC1)NS(=O)C(C)(C)C